N1(CCC1)CCC(=O)NC(C(F)(F)F)C1=C(C=CC=C1)C 3-(azetidin-1-yl)-N-(2,2,2-trifluoro-1-(o-tolyl)ethyl)propanamide